3-methyl-5-(tributylstannyl)pentan-2,4-dien-1-ol CC(=CCO)C=C[Sn](CCCC)(CCCC)CCCC